1-chloro-3-(2-chloro-4-(2-(3-chloro-4-(2-hydroxy-3-methoxypropoxy)phenyl)propan-2-yl)phenoxy)propan-2-ol ClCC(COC1=C(C=C(C=C1)C(C)(C)C1=CC(=C(C=C1)OCC(COC)O)Cl)Cl)O